C(C=C)(=O)OCCOC1=CC=C(C=C1)C1(C2=CC=C(C=C2C=2C=C(C=C(C12)OCC)OC(C=C)=O)OC(C=C)=O)C1=CC=C(C=C1)OCCOC(C=C)=O 9,9-bis[4-(2-acryloyloxyethoxy)phenyl]-3,6-diacrylyloxyethoxyfluorene